2'-(2-chloro-5-fluoropyrimidin-4-yl)-5'-methyl-5',6'-dihydro-4'H-spiro[cyclopentane-1,7'-thieno[3,2-c]pyridin]-4'-one ClC1=NC=C(C(=N1)C1=CC=2C(N(CC3(C2S1)CCCC3)C)=O)F